N1C(CCCC1)CO 2-Piperidinyl-methanol